ClC=1C(=CC2=C(N=C(O2)NC2=CC=CC(=N2)C(=O)NO)C1)Cl 6-((5,6-dichlorobenzo[d]oxazol-2-yl)amino)-N-hydroxypicolinamide